7-fluoro-2-[(1S)-2,2-difluorocyclopropyl]sulfonyl-6,7-dihydro-5H-pyrrolo[1,2-b][1,2,4]triazole FC1CCN2N=C(N=C21)S(=O)(=O)[C@@H]2C(C2)(F)F